C1(CC1)NC(C1=C(C=C(C(=C1)N1N=NC(=C1)C1=CN=C2N1C=C(C=C2)N2C(COCC2)=O)C)F)=O N-cyclopropyl-2-fluoro-4-methyl-5-(4-(6-(3-oxomorpholino)imidazo[1,2-a]pyridin-3-yl)-1H-1,2,3-triazol-1-yl)benzamide